O=C1NC(CCC1C1=NN(C2=CC(=CC=C12)N1CCN(CC1)C(=O)OC(C)(C)C)C)=O tert-butyl 4-[3-(2,6-dioxo-3-piperidyl)-1-methyl-indazol-6-yl]piperazine-1-carboxylate